2-(2-(tert-butyl)phenoxy)-N-(4-carbamoylphenyl)acetamide C(C)(C)(C)C1=C(OCC(=O)NC2=CC=C(C=C2)C(N)=O)C=CC=C1